[4-({(3R)-1-[2-fluoro-1-(fluoromethyl)ethyl]pyrrolidin-3-yl}amino)-3-nitrophenyl]sulfonyl-2-(1H-pyrrolo[2,3-b]pyridin-5-yloxy)benzamide FCC(CF)N1C[C@@H](CC1)NC1=C(C=C(C=C1)S(=O)(=O)C=1C(=C(C(=O)N)C=CC1)OC=1C=C2C(=NC1)NC=C2)[N+](=O)[O-]